FC(F)C1=NN(C=C1C(=O)N(C(CC1=C(C=C(C=C1Cl)Cl)Cl)C)OC)C (difluoromethyl)-N-methoxy-1-methyl-N-[1-methyl-2-(2,4,6-trichloro-phenyl)ethyl]-1H-pyrazole-4-carboxamide